N-[(1R)-1-[3-amino-5-(trifluoromethyl)phenyl]ethyl]-6-(1-imino-1-oxo-thian-4-yl)-7-methoxy-2-methyl-quinazolin-4-amine NC=1C=C(C=C(C1)C(F)(F)F)[C@@H](C)NC1=NC(=NC2=CC(=C(C=C12)C1CCS(CC1)(=O)=N)OC)C